2-((Dimethyl(oxo)-λ6-sulfaneylidene)amino)-6-((10-hydroxy-7-((R)-4,4,4-trifluoro-2-methylbutanoyl)-7-azaspiro[4.5]decan-10-yl)methyl)pyrido[4,3-d]pyrimidin-5(6H)-one CS(=O)(C)=NC=1N=CC2=C(N1)C=CN(C2=O)CC2(CCN(CC21CCCC1)C([C@@H](CC(F)(F)F)C)=O)O